6-chloro-5-hydroxy-2-methyl-4-(2-methyl-1-naphthyl)pyridazin-3-one ClC=1C(=C(C(N(N1)C)=O)C1=C(C=CC2=CC=CC=C12)C)O